COCCOC1(CCC(CC1)N)C(F)(F)F 4-(2-methoxyethoxy)-4-(trifluoromethyl)cyclohexane-1-amine